P(=O)(O)(O)[O-].C(C)N1C=[N+](C=C1)C 1-ethyl-3-methylimidazolium dihydrogen phosphate